trimethoxychloroethane COC(CCl)(OC)OC